tert-butyl (cis-3-hydroxycyclobutyl)(methyl)carbamate O[C@H]1C[C@H](C1)N(C(OC(C)(C)C)=O)C